C1(CC1)NC(=O)C1=CN=C2N1N=C(C=C2NC)NC2=CC(=NN2C)C(NC)=O N-cyclopropyl-6-((1-methyl-3-(methylcarbamoyl)-1H-pyrazol-5-yl)amino)-8-(methylamino)imidazo[1,2-b]Pyridazine-3-carboxamide